NC=1C=C(CS(=O)(=O)O)C=CC1 3-amino-toluenesulfonic acid